tert-butyl (((9H-fluoren-9-yl)methoxy)carbonyl)glycylglycyl-L-phenylalaninate C1=CC=CC=2C3=CC=CC=C3C(C12)COC(=O)NCC(=O)NCC(=O)N[C@@H](CC1=CC=CC=C1)C(=O)OC(C)(C)C